C(C)(C)(C)OC(=O)N1CC=2N(CC1)N=C(C2)C=O 2-formyl-6,7-dihydropyrazolo[1,5-a]pyrazine-5(4H)-carboxylic acid tert-butyl ester